(4H-chromeno[3,4-d]oxazol-7-yl)methanamine O1C=NC2=C1C=1C=CC(=CC1OC2)CN